NC1=CN=NC2=CC(=CC=C12)C=1C=C(C=CC1N1N=NC=C1)B(O)O [3-(4-aminocinnolin-7-yl)-4-(triazol-1-yl)phenyl]boronic acid